ClC=1C=C(C(=O)NC=2C=C3CC[C@H](OC3=CC2)C(=O)NOC2OCCCC2)C=C(C1)Cl (2S)-6-(3,5-Dichlorobenzamido)-N-((tetrahydro-2H-pyran-2-yl)oxy)chromane-2-carboxamide